1-tert-butoxycarbonylbenzimidazole-5-carboxylic acid C(C)(C)(C)OC(=O)N1C=NC2=C1C=CC(=C2)C(=O)O